ClC1=CC=C(C=C1)C1(CCN(CC1)CCCCC1=CC=C(C=C1)F)O 4-(4-chlorophenyl)-1-(4-(4-fluorophenyl)butyl)-4-hydroxypiperidine